1,12-di(p-methyl-benzoyl)tetraethylenepentamine CC1=CC=C(C(=O)NCCNCCNCCNCC(N)C(C2=CC=C(C=C2)C)=O)C=C1